BrC=1C=C2N(N=C(C=C2Cl)Cl)C1C 6-bromo-2,4-dichloro-7-methylpyrrolo[1,2-b]pyridazine